N(=C=S)CCC1=CC=C(C=C1)S(=O)(=O)N 4-(2-isothiocyanatoethyl)benzenesulfonamide